1-((5-((1R)-1-fluoroethyl)-1,3,4-oxadiazol-2-yl)methyl)-6-(4-methoxypyrrolo[2,1-f][1,2,4]triazin-5-yl)-2-methyl-1H-imidazo[4,5-b]pyridine F[C@H](C)C1=NN=C(O1)CN1C(=NC2=NC=C(C=C21)C=2C=CN1N=CN=C(C12)OC)C